C(C)(C)(C)OC(=O)N1CC(CC1)(C(=O)O)O 1-tert-butoxycarbonyl-3-hydroxy-pyrrolidine-3-carboxylic acid